2-(3-chloro-2-(hex-5-en-1-yl)-5-(methoxymethoxy)phenyl)-4,4,5,5-tetramethyl-1,3,2-dioxaborolane ClC=1C(=C(C=C(C1)OCOC)B1OC(C(O1)(C)C)(C)C)CCCCC=C